ClC1=NN(C2=NC(=NC=C21)Cl)C[C@H](COC2=NN(C(=C2[N+](=O)[O-])C)C=2N(N=C(C2)C)C)C (R)-3,6-Dichloro-1-(2-methyl-3-((2',5,5'-trimethyl-4-nitro-2'H-[1,3'-bipyrazol]-3-yl)oxy)propyl)-1H-pyrazolo[3,4-d]pyrimidine